[Cl-].C(CCC)[PH3+] n-butylphosphonium Chloride